(5-fluoro-2,4-dioxo-3,4-dihydropyrimidin-1(2H)-yl)methyl (R)-4-(4-amino-2-octanamido-4-oxobutanamido)butanoate NC(C[C@H](C(=O)NCCCC(=O)OCN1C(NC(C(=C1)F)=O)=O)NC(CCCCCCC)=O)=O